ricinoleyl methacrylate C(C(=C)C)(=O)OCCCCCCCC\C=C/C[C@H](O)CCCCCC